CC1(OCC1NC(=O)C=1N=C2N(C=CC=C2C2=C(C=CC=C2)OCC(F)(F)F)C1)C N-(2,2-dimethyloxetan-3-yl)-8-(2-(2,2,2-trifluoroethoxy)phenyl)imidazo[1,2-a]pyridine-2-carboxamide